C1(=CC=CC=C1)NC1=CC=CC(=N1)N1CCN(CC1)C(=O)[O-] 4-(6-(phenylamino)pyridinyl)piperazine-1-carboxylate